OC1=C(C=C(C=2C(C3=CC=CC=C3C(C12)=O)=O)O)CCl 1,4-dihydroxyl-2-(chloromethyl)anthraquinone